2-(4-(tributylstannyl)phenyl)propan-2-ol C(CCC)[Sn](C1=CC=C(C=C1)C(C)(C)O)(CCCC)CCCC